CS(=O)(=O)C1=CC=C(N)C=C1 p-methylsulfonyl-aniline